1-(4,6-diamino-s-triazin-2-yl)pentyl-2-phenyl-4-methylimidazole NC1=NC(=NC(=N1)N)C(CCCC)C1=C(N=C(N1)C1=CC=CC=C1)C